ClC1=CC=C(C(=N1)C(=O)NS(=O)(=O)C)N[C@H](C)C=1C=C(C=C2C(N(C(=NC12)N1CC2=CC=CC(=C2C1)C1=CN=CN1C)C)=O)C (R)-6-chloro-3-((1-(3,6-dimethyl-2-(4-(1-methyl-1H-imidazol-5-yl)isoindolin-2-yl)-4-oxo-3,4-dihydroquinazolin-8-yl)ethyl)amino)-N-(methylsulfonyl)picolinamide